COC1=C(C=C2C(=NC=NC2=C1)C=1C=NN(C1C1=CC=CC=C1)C(F)(F)F)C1C2(CC1C2)C(=O)N (7-methoxy-4-(5-phenyl-1-(trifluoromethyl)-1H-pyrazol-4-yl)quinazolin-6-yl)bicyclo[1.1.1]pentane-1-carboxamide